N1-(4-(difluoromethoxy)-4-(diethylphosphoryl)benzyl)glutaramide FC(OC1(CC=C(CNC(CCCC(=O)N)=O)C=C1)P(=O)(CC)CC)F